NC([C@H](CCC(=O)OC)N1C(C2=CC=CC(=C2C1)OCC1=CC=C(C=C1)CBr)=O)=O Methyl (S)-5-amino-4-(4-((4-(bromomethyl)benzyl)oxy)-1-oxoisoindolin-2-yl)-5-oxopentanoate